ClC=1C=CC(=C(C1)C1=C2C(=NC(=C1)C)C(=CS2)C(=O)O)OCCN2C(=NC=1CCC(CC1C2=O)N2CC1=CC(=C(C=C1C2)F)F)C 7-(5-chloro-2-(2-(6-(5,6-difluoroisoindolin-2-yl)-2-methyl-4-oxo-5,6,7,8-tetrahydroquinazolin-3(4H)-yl)ethoxy)phenyl)-5-methylthieno[3,2-b]pyridine-3-carboxylic acid